7-(Cyclopentylamino)-5-fluoro-2-(((trans-3-(trifluoromethyl)piperidin-4-yl)thio)methyl)quinazolin-4(3H)-one C1(CCCC1)NC1=CC(=C2C(NC(=NC2=C1)CS[C@H]1[C@@H](CNCC1)C(F)(F)F)=O)F